C1(CCCCC1)[C@@H](C(=O)NC=1C=C2CC(CC2=CC1)(N1C(NC(C1)CC#C)=O)C(NC)=O)NC(=O)C1=CC=NN1C N-((1S)-1-cyclohexyl-2-((2-(methylcarbamoyl)-2-(2-oxo-4-(prop-2-yn-1-yl)imidazolidin-1-yl)-2,3-dihydro-1H-inden-5-yl)amino)-2-oxoethyl)-1-methyl-1H-pyrazole-5-carboxamide